(S)-N-(4-cyano-2,3-dihydro-1H-inden-1-yl)-2-(piperazin-1-yl)benzo[d]thiazole-6-carboxamide C(#N)C1=C2CC[C@@H](C2=CC=C1)NC(=O)C1=CC2=C(N=C(S2)N2CCNCC2)C=C1